(S)-Tert-butyl 4-oxo-2,3,4,5-tetrahydrobenzo[b][1,4]oxazepin-3-ylcarbamate O=C1NC2=C(OC[C@@H]1NC(OC(C)(C)C)=O)C=CC=C2